benzyl-4-(4-fluoro-3-methoxy-phenyl)-2,2-dimethyl-3-oxo-N-(4-phenylbutyl)piperazine-1-carboxamide 4-(4-fluoro-3-methoxyphenyl)-2,2-dimethyl-3-oxopiperazine-1-carboxylate FC1=C(C=C(C=C1)N1C(C(N(CC1)C(=O)O)(C)C)=O)OC.C(C1=CC=CC=C1)C1N(C(C(N(C1)C(=O)NCCCCC1=CC=CC=C1)(C)C)=O)C1=CC(=C(C=C1)F)OC